methyl (3S)-3-(5-chloro-2-(4,4,4-trifluorobutanamido)benzamido)-2-hydroxy-4-((3S,5R)-5-methyl-2-oxopyrrolidin-3-yl)butanoate ClC=1C=CC(=C(C(=O)N[C@H](C(C(=O)OC)O)C[C@H]2C(N[C@@H](C2)C)=O)C1)NC(CCC(F)(F)F)=O